ALPHA-D-GALACTOSE 1-PHOSPHATE P(=O)(O)(O)O[C@@H]1[C@H](O)[C@@H](O)[C@@H](O)[C@H](O1)CO